butene-1-oxytert-butyldiphenylsilane C(=CCC)O[Si](C1=CC=CC=C1)(C1=CC=CC=C1)C(C)(C)C